FC(C1=NN(C=C1C(=O)NC1=C2[C@H](CC(C2=C(C=C1)F)(C)C)C)C)F 3-(Difluoromethyl)-N-[(3S)-7-fluoro-1,1,3-trimethyl-2,3-dihydro-1H-inden-4-yl]-1-methyl-1H-pyrazol-4-carboxamid